acryloyl-propyl-triethoxysilane C(C=C)(=O)C(C)O[Si](OCC)(OCC)CCC